N[C@@H]1C[C@@H](CC1)C(=O)O (1R,3S)-3-(amino)cyclopentanecarboxylic acid